(4aR,8aS)-6-[6-[difluoro-[2-(trifluoromethyl)-4-pyridyl]methyl]-2-azaspiro[3.3]heptane-2-carbonyl]-4,4a,5,7,8,8a-hexahydropyrido[4,3-b][1,4]oxazin-3-one FC(C1CC2(CN(C2)C(=O)N2C[C@@H]3[C@@H](OCC(N3)=O)CC2)C1)(C1=CC(=NC=C1)C(F)(F)F)F